N[C@@H]([C@@H](C)CC)C(=O)OCC1=CC=CC=C1 benzyl isoleucinate